2-(2,6-dimethylpyridin-4-yl)-3-isopropyl-N-methyl-N-(pyridin-3-ylmethyl)-1H-indole-5-carboxamide CC1=NC(=CC(=C1)C=1NC2=CC=C(C=C2C1C(C)C)C(=O)N(CC=1C=NC=CC1)C)C